3-thienylpyridine S1C=C(C=C1)C1=NC=CC=C1